thio-deoxythymidine [C@@H]1(C[C@H](O)[C@@H](CO)O1)N1C(=S)NC(=O)C(C)=C1